(difluoromethyl)(2-(4-phenylphenoxy) ethyl) selenoether FC(F)[Se]CCOC1=CC=C(C=C1)C1=CC=CC=C1